2-(((1R)-1-(2-cyano-3-(4,4-difluoro-3,5-dimethylpiperidin-1-yl)-7-methyl-quinoxalin-5-yl)ethyl)amino)benzoic acid C(#N)C1=NC2=CC(=CC(=C2N=C1N1CC(C(C(C1)C)(F)F)C)[C@@H](C)NC1=C(C(=O)O)C=CC=C1)C